ClC1=C2N=CN(C2=NC(=N1)N)CC1=CC=C(C=C1)[N+](=O)[O-] 6-chloro-9-[(4-nitrophenyl)methyl]purin-2-amine